N-(2-aminoethyl)-5,6-dimethyl-6H-pyrido[4,3-b]carbazole-1-carboxamide NCCNC(=O)C1=NC=CC2=C(C=3N(C=4C=CC=CC4C3C=C21)C)C